NC=1C2=C(N=C(N1)C)N(C=C2C2=C(C=C(C=C2)NC(C(C2=CC(=CC=C2)C(F)(F)F)O)=O)C)C N-(4-(4-amino-2,7-dimethyl-7H-pyrrolo[2,3-d]pyrimidin-5-yl)-3-methylphenyl)-2-hydroxy-2-(3-(trifluoromethyl)phenyl)acetamide